1-(tert-butyl) 3-methyl 3-(2-oxoethyl)piperidine-1,3-dicarboxylate O=CCC1(CN(CCC1)C(=O)OC(C)(C)C)C(=O)OC